C(C)SC(=O)SSC(C(=O)O)CCC (((ethylthio)carbonylthio)thio)valeric acid